(7RS,9SR)-3-cyclopropyl-7,9-bis[(5-methoxypyridin-3-yl)amino]-N-(2-methylpropyl)-8,9-dihydro-7H-cyclopenta[H]isoquinoline-5-sulfonamide C1(CC1)C=1N=CC=2C3=C(C=C(C2C1)S(=O)(=O)NCC(C)C)[C@@H](C[C@@H]3NC=3C=NC=C(C3)OC)NC=3C=NC=C(C3)OC |r|